C(C1=CC=CC=C1)O[C@@H]1[C@H](CO[C@@H]([C@@H]1OCC1=CC=CC=C1)COCC1=CC=CC=C1)N1C(O[C@@H](C1)COC)=O (S)-3-((3S,4R,5R,6R)-4,5-bis(benzyloxy)-6-((benzyloxy)methyl)tetrahydro-2H-pyran-3-yl)-5-(methoxymethyl)oxazolidin-2-one